S(N)(OC[C@@H]1[C@H]([C@H]([C@@H](C1)NC1=NC=NC=C1C(=O)C=1SC(=C(C1)[C@@H]1NCCC2=CC=C(C=C12)Br)Cl)O)O)(=O)=O [(1R,2R,3S,4R)-4-{[5-({4-[(1R)-7-bromo-1,2,3,4-tetrahydroisoquinolin-1-yl]-5-chloro-2-thienyl}carbonyl)pyrimidin-4-yl]amino}-2,3-dihydroxycyclopentyl]methyl sulfamate